7-amino-7'-methoxy-1',3'-dimethyl-3,4-dihydro-2H-[1,5'-biquinolin]-2'(1'H)-one NC1=CC=C2CCCN(C2=C1)C=1C=2C=C(C(N(C2C=C(C1)OC)C)=O)C